(R)-(4-(benzyloxy)-3-((octadecyloxy)methyl)butyl)benzene Sodium hydride [H-].[Na+].C(C1=CC=CC=C1)OC[C@H](CCC1=CC=CC=C1)COCCCCCCCCCCCCCCCCCC